14-Hydroxy-pentacosanoic acid OC(CCCCCCCCCCCCC(=O)O)CCCCCCCCCCC